(S)-3-((2-((tert-butoxycarbonyl)amino)-4-methylpentyl)amino)-1H-pyrrole-2-carboxylic acid ethyl ester C(C)OC(=O)C=1NC=CC1NC[C@H](CC(C)C)NC(=O)OC(C)(C)C